6-Chloro-3-[1-(2,7-dimethyl-1-oxo-3-phenylisoquinolin-5-yl)ethyl-amino]pyridine-2-carboxylic acid ClC1=CC=C(C(=N1)C(=O)O)NC(C)C1=C2C=C(N(C(C2=CC(=C1)C)=O)C)C1=CC=CC=C1